Cl(=O)[O-].[Cu+3].Cl(=O)[O-].Cl(=O)[O-] copper(III) chlorite